FC1(CCC(CC1)[C@H](NC(=O)C1=CN=NN1CC)C=1N=C2N(N=C(C=C2)CC2C(NC[C@@H](C2)C(F)(F)F)=O)C1)F N-((1S)-(4,4-difluorocyclohexyl)(6-(((5R)-2-oxo-5-(trifluoromethyl)piperidin-3-yl)methyl)imidazo[1,2-b]pyridazin-2-yl)methyl)-1-ethyl-1H-1,2,3-triazole-5-carboxamide